C(C)(C)(C)OC(NC(C)CCC1=C(C(=CC=C1N1CN(C(C2=CC(=C(C=C12)C(F)(F)F)F)=O)C=1C(=NC(=CC1)OC)Br)F)F)=O (4-(6-(3-(2-bromo-6-methoxypyridin-3-yl)-6-fluoro-4-oxo-7-(trifluoro-methyl)-3,4-dihydroquinazolin-1(2H)-yl)-2,3-difluorophenyl)butan-2-yl)-carbamic acid tert-butyl ester